2-(2-fluorophenyl)quinoline-4-carboxylic acid FC1=C(C=CC=C1)C1=NC2=CC=CC=C2C(=C1)C(=O)O